C(C1=CC=CC=C1)N1CCC=2C=C(C=NC2C1)C#N 7-benzyl-3-cyano-5,6,7,8-tetrahydro-1,7-naphthyridine